N1(CCCCC1)C1=C2C=CC3=CC=C(C4=CC=C(C=C1)C2=C43)\C=C\C(CCC)=O (E)-1-(6-(piperidine-1-yl)pyrene-1-yl)hexa-1-en-3-one